5-(5-bromo-3,4-dihydroquinolin-1(2H)-yl)-7-fluoro-[1,2,4]Triazolo[4,3-a]Quinazoline BrC1=C2CCCN(C2=CC=C1)C1=NC=2N(C3=CC=C(C=C13)F)C=NN2